1-(4-ethylsulfanyl-2,5-dimethoxyphenyl)propan-2-amine C(C)SC1=CC(=C(C=C1OC)CC(C)N)OC